FC1=C(C(=CC(=C1)C=1C=NN2C1N=CC=C2)O)N2S(CC(C2)=O)(=O)=O 2-(2-Fluoro-6-hydroxy-4-(pyrazolo[1,5-a]pyrimidin-3-yl)phenyl)isothiazolidin-4-one 1,1-dioxide